C(CCCCCCC)(=O)SCCC[Si](OC)(OC)OC 3-octanoylthio-1-propyltrimethoxysilane